(R)-8-(8-(3-chloro-2-methoxypyridin-4-yl)-7-methylimidazo[1,2-c]pyrimidin-5-yl)-8-azaspiro[4.5]decan-1-amine ClC=1C(=NC=CC1C=1C=2N(C(=NC1C)N1CCC3(CCC[C@H]3N)CC1)C=CN2)OC